2-[5-bromo-4-(4-fluorophenyl)-1H-imidazol-1-yl]-1-(Morpholin-4-yl)ethan-1-one BrC1=C(N=CN1CC(=O)N1CCOCC1)C1=CC=C(C=C1)F